C(C)[C@H](C(=O)OCC=1C(=C(C=CC1)[C@H](C)C=1N=CN(C1)C(=O)OC(C)(C)C)C)[C@H](COC(CCCCC)=O)CC1=CN=CN1C tert-butyl 4-((S)-1-(3-((((2S,3R)-2-ethyl-4-(hexanoyloxy)-3-((1-methyl-1H-imidazol-5-yl)methyl)butanoyl)oxy)methyl)-2-methylphenyl)ethyl)-1H-imidazole-1-carboxylate